C(C)C1=NC2=CC=C(C=C2NC1=O)CN1CCN(CC1)C=1C=CC(=NC1Cl)C(=O)NC([2H])([2H])[2H] 5-(4-((2-ethyl-3-oxo-4H-quinoxalin-6-yl)methyl)piperazin-1-yl)-6-chloro-N-(methyl-d3)pyridine-2-carboxamide